(1-((4-(azetidin-3-yloxy)phenyl)sulfonyl)piperidin-4-yl)carbamic acid tert-butyl ester C(C)(C)(C)OC(NC1CCN(CC1)S(=O)(=O)C1=CC=C(C=C1)OC1CNC1)=O